4-(3-(2-Chloropyridin-4-yl)ureido)picolinic acid ClC1=NC=CC(=C1)NC(NC1=CC(=NC=C1)C(=O)O)=O